C(C)(C)OC1=CC(=C(C=C1)N1C2=C(SC=3N=CC=C(NC1=O)C32)C(=O)N)C (4-isopropoxy-2-methylphenyl)-4-oxo-4,5-dihydro-3H-1-thia-3,5,8-triazaacenaphthylene-2-carboxamide